4-(piperazin-1-yl)benzoic acid N1(CCNCC1)C1=CC=C(C(=O)O)C=C1